CC1(N(CC2=C1NN=C2NC=2C1=C(N=C(N2)C)SC=C1)C(=O)OCCCC)C butyl 6,6-dimethyl-3-((2-methylthieno[2,3-d]pyrimidin-4-yl)amino)-4,6-dihydropyrrolo[3,4-c]pyrazole-5(1H)-carboxylate